OC1=C(C(=CC(=C1)C(F)(F)F)C)C1=CC(=C2C(=N1)N=C(O2)NC2CN(CCC2)C)C(C)=O 1-(5-(2-hydroxy-6-methyl-4-(trifluoromethyl)phenyl)-2-((1-methylpiperidin-3-yl)amino)oxazolo[4,5-b]pyridin-7-yl)ethan-1-one